N-(1-((R)-3,3-difluorocyclopentyl)-2-oxo-1,2-dihydropyridin-3-yl)-2-((1R,6S)-6-(difluoromethyl)-3-azabicyclo[4.1.0]heptan-3-yl)-4-((2-hydroxyethyl)sulfonamido)benzamide FC1(C[C@@H](CC1)N1C(C(=CC=C1)NC(C1=C(C=C(C=C1)NS(=O)(=O)CCO)N1C[C@@H]2C[C@@]2(CC1)C(F)F)=O)=O)F